tert-butyl (3s)-4-(4-chloro-3-fluorophenyl)-3-methylpiperazine-1-carboxylate ClC1=C(C=C(C=C1)N1[C@H](CN(CC1)C(=O)OC(C)(C)C)C)F